CC=CCOC1CCCCC1 cyclohexyl (methyl)allyl ether